5,7-dichloro-2-(tetrahydrofuran-2-yl)pyrazolo[1,5-a]pyrimidine ClC1=NC=2N(C(=C1)Cl)N=C(C2)C2OCCC2